4-[3-(3,3-difluorocyclobutoxy)-1-[(3,3-difluorocyclopentyl)methyl]-4-(trifluoromethyl)-1H-pyrazole-5-amido]pyridine-2-carboxamide FC1(CC(C1)OC1=NN(C(=C1C(F)(F)F)C(=O)NC1=CC(=NC=C1)C(=O)N)CC1CC(CC1)(F)F)F